3-[5-(5-amino-1,6-naphthyridin-7-yl)-1-oxo-2,3-dihydro-1H-isoindol-2-yl]piperidine-2,6-dione NC1=C2C=CC=NC2=CC(=N1)C=1C=C2CN(C(C2=CC1)=O)C1C(NC(CC1)=O)=O